3-(3-(naphthalen-1-yloxy)propyl)pyrazolo[1,5-a]pyridine-2-carboxylic acid C1(=CC=CC2=CC=CC=C12)OCCCC=1C(=NN2C1C=CC=C2)C(=O)O